ethyl-4-(((3R,4R,6R)-1-propenoyl-4-fluoro-6-methylpiperidin-3-yl)amino)-7H-pyrrolo[2,3-d]pyrimidine-5-carboxylic acid C(C)C=1N=C(C2=C(N1)NC=C2C(=O)O)N[C@@H]2CN([C@@H](C[C@H]2F)C)C(C=C)=O